S(O)(O)(=O)=O hydrogenbisulfat